7-(1-amino-5-(tert-butoxy)-1,5-dioxopentan-2-yl)-5-cyano-6-oxo-7,8-dihydro-2H,6H-spiro[furo[2,3-e]isoindole-3,4'-piperidine]-1'-carboxylic acid (S)-tert-butyl ester C(C)(C)(C)OC(=O)N1CCC2(CC1)COC1=C3CN(C(C3=C(C=C12)C#N)=O)C(C(=O)N)CCC(=O)OC(C)(C)C